2-Amino-N-[5-[(5-cyclopropyl-1H-pyrazol-3-yl)carbamoyl]-4-fluoro-2-methylphenyl]-1,3-thiazole-5-carboxamide NC=1SC(=CN1)C(=O)NC1=C(C=C(C(=C1)C(NC1=NNC(=C1)C1CC1)=O)F)C